C(C)(C)C1=C(C(=O)O)C(=CC(=C1)C(C)C)C(C)C 2,4,6-triisopropylbenzoic acid